C1(=CC=CC2=CC=CC=C12)C[P+](C1=CC=CC=C1)(C1=CC=CC=C1)C1=CC=CC=C1 (1-naphthylmethyl)triphenylphosphonium